Methyl (2E)-3-(4-{2-[5-(adamantan-1-yl)-2-methoxyphenyl]-1,3-dioxolan-2-yl}phenyl)prop-2-enoate C12(CC3CC(CC(C1)C3)C2)C=2C=CC(=C(C2)C2(OCCO2)C2=CC=C(C=C2)/C=C/C(=O)OC)OC